COC=1C=C(C=CC1OC)C=1NC2=CC=C(C=C2C1C(C)C)OCC(=O)NCCC(C)(C)O 2-((2-(3,4-Dimethoxyphenyl)-3-isopropyl-1H-indol-5-yl)oxy)-N-(3-hydroxy-3-methylbutyl)acetamid